2,2,2-Trifluoroethanamine FC(CN)(F)F